6-(2-([1,1'-biphenyl]-3-yl)acetyl)-2-(1-phenylcyclopropyl)-5,6,7,8-tetrahydropyrido[4,3-d]pyrimidin-4(3H)-one C1(=CC(=CC=C1)CC(=O)N1CC2=C(N=C(NC2=O)C2(CC2)C2=CC=CC=C2)CC1)C1=CC=CC=C1